[C@H](C)(CC)OC1=NC=2N(C=C1C(=O)NC=1C(N(C=CC1)[C@H]1[C@H](C1)F)=O)C=C(N2)C21COC(C2)(C1)C 7-((S)-sec-Butoxy)-N-(1-(cis-2-fluorocyclopropyl)-2-oxo-1,2-dihydropyridin-3-yl)-2-(1-methyl-2-oxabicyclo[2.1.1]hex-4-yl)imidazo[1,2-a]pyrimidine-6-carboxamide